C(C)N(C(C1=C(C=CC(=C1)F)OC=1C=NC=NC1)=O)C(C)C N-ethyl-5-fluoro-N-(prop-2-yl)-2-(pyrimidin-5-yloxy)benzamide